C1CN1CCO N-(2-hydroxyethyl)ethyleneimine